C(CCC)C1=C(C(=C(C(=N1)O)C(=O)N1CCN(CC1)CC1=C(C(=CC=C1)C)F)O)C1=C(C=CC=C1OC)OC 6-butyl-5-(2,6-dimethoxyphenyl)-3-{4-[(2-fluoro-3-methylphenyl)methyl]piperazine-1-carbonyl}pyridine-2,4-diol